(S)-5-((4-bromo-2,3-dihydro-1H-inden-1-yl)amino)-3-chloropyrazine-2-carbonitrile BrC1=C2CC[C@@H](C2=CC=C1)NC=1N=C(C(=NC1)C#N)Cl